6-(4-(2-(((trans)-2-Phenylcyclopropyl)amino)ethyl)piperidin-1-yl)nicotinic acid C1(=CC=CC=C1)[C@H]1[C@@H](C1)NCCC1CCN(CC1)C1=NC=C(C(=O)O)C=C1